(S)-5-(((4-(3-chloro-4-(2-chloro-3-(3-(((2-hydroxyethyl)(methyl)amino)methyl)-1-methyl-1H-pyrrolo[2,3-b]pyridin-6-yl)phenyl)pyridin-2-yl)-2-methoxybenzyl)amino)methyl)pyrrolidin-2-one ClC=1C(=NC=CC1C1=C(C(=CC=C1)C1=CC=C2C(=N1)N(C=C2CN(C)CCO)C)Cl)C2=CC(=C(CNC[C@@H]1CCC(N1)=O)C=C2)OC